(S)-1-(4-(3-((1r,3r,5S,7S)-3,5-dimethyladamantan-1-yl)ureido)-3-fluorobenzoyl)-N-(7-(hydroxyamino)-7-oxoheptyl)piperidine-3-carboxamide C[C@]12CC3(CC(C[C@@](C1)(C3)C)C2)NC(NC2=C(C=C(C(=O)N3C[C@H](CCC3)C(=O)NCCCCCCC(=O)NO)C=C2)F)=O